C(C)(C)(C)OC(=O)N1C2CC(CC1CC2)C(F)(F)C2=C(C(=CC=C2)Br)F 3-((3-bromo-2-fluorophenyl)difluoromethyl)-8-azabicyclo[3.2.1]octane-8-carboxylic acid tert-butyl ester